ClC1=CC(=CC(=N1)N1CCOCC1)C(C1=CC=CC=C1)(F)F 4-(6-chloro-4-(difluoro(phenyl)methyl)pyridin-2-yl)morpholine